N,N-dimethyl-stearyl-amine CN(C)CCCCCCCCCCCCCCCCCC